Cl.N1(C=NC=C1)C1=C(C=C(C=NNC2=CC=NC3=CC(=C(C=C23)OC)OC)C=C1)C 4-(2-(4-(1H-imidazol-1-yl)-3-methylbenzylidene)hydrazino)-6,7-dimethoxyquinoline hydrochloride salt